1-(4-(2,6-dioxopiperidin-3-yl)phenyl)pyrrolidine-3-carbaldehyde O=C1NC(CCC1C1=CC=C(C=C1)N1CC(CC1)C=O)=O